ethyl 4-(3-methoxy-4-(4-methylpentanoyloxy)phenyl)-6-methyl-2-thioxo-1,2,3,4-tetrahydropyrimidine-5-carboxylate COC=1C=C(C=CC1OC(CCC(C)C)=O)C1NC(NC(=C1C(=O)OCC)C)=S